spiro[fluorene-9,9'-phenanthrene] C1=CC=CC=2C3=CC=CC=C3C3(CC12)C1=CC=CC=C1C=1C=CC=CC13